COCOC1=C(C=CC=C1)C1=CC2=C(N=N1)NC1=C2[C@H](N(CC1)C1CCN(CC1)C1CC2(CN(C2)C(=O)OC(C)(C)C)C1)C (R)-tert-butyl 6-(4-(3-(2-(methoxymethoxy)phenyl)-5-methyl-7,8-dihydro-5H-pyrido[3',4':4,5]pyrrolo[2,3-c]pyridazin-6(9H)-yl)piperidin-1-yl)-2-azaspiro[3.3]heptane-2-carboxylate